[Na+].C(CCCCCCCCCCC)OS(=O)(=O)C1=CC=C(OC2=CC=C(C=C2)S(=O)(=O)[O-])C=C1 4-(4-dodecyloxysulfonylphenoxy)benzenesulfonic acid sodium salt